2-(2-Aminoacetamido)-3-(2-chlorobenzoyl)-4H,5H,6H-cyclopenta[b]thiophene-5-carboxylic acid methyl ester COC(=O)C1CC2=C(SC(=C2C(C2=C(C=CC=C2)Cl)=O)NC(CN)=O)C1